O(C1=CC=CC=C1)CN(C1=NC(=NC(=N1)N(COC1=CC=CC=C1)COC1=CC=CC=C1)N)COC1=CC=CC=C1 N,N,N',N'-tetrakis-phenoxymethyl-[1,3,5]triazine-2,4,6-triamine